C(CCCCCCC\C=C/CCCCCC)(=O)OC[C@@H](OC(CCCCCCC\C=C/CCCCCC)=O)COP(=O)([O-])OCC[N+](C)(C)C (Cis)-1,2-Dipalmitoleoyl-sn-Glycero-3-Phosphocholine